ClC1=CC=2N(CN(C(C2C=N1)=O)C=1C(=NC(=CC1)OC)C)C1=C(C=C(C=C1)F)C 7-chloro-1-(4-fluoro-2-methylphenyl)-3-(6-methoxy-2-methyl-pyridin-3-yl)-2,3-dihydropyrido[4,3-d]-pyrimidin-4(1H)-one